N[C@H]1CN(CC1)C(=O)C1=CC=2N(C=C1)C(=C(N2)C=2N(C1=CC=CC=C1C2)CC)C (R)-(3-aminopyrrolidin-1-yl)(2-(1-ethyl-1H-indol-2-yl)-3-methylimidazo[1,2-a]pyridin-7-yl)methanone